2-[(4-chloro-3-pyridazin-4-yl-pyrrolo[2,3-b]pyridin-1-yl)methoxy]ethyl-trimethyl-silane ClC1=C2C(=NC=C1)N(C=C2C2=CN=NC=C2)COCC[Si](C)(C)C